FC(C(C(C(C(C(F)(F)F)(F)F)(F)F)(F)F)(F)F)(F)Br Perfluorohexyl bromide